azulenone-dinitrophenylhydrazone [N+](=O)([O-])C=1C(=C(C=CC1)NN=C1CC=C2C=CC=CC=C12)[N+](=O)[O-]